tert-butyl 4-(6-(8-(difluoromethyl)-2-methylimidazo[1,2-b]pyridazin-6-yl)-8-fluoroimidazo[1,2-a]pyridin-2-yl)piperidine-1-carboxylate FC(C=1C=2N(N=C(C1)C=1C=C(C=3N(C1)C=C(N3)C3CCN(CC3)C(=O)OC(C)(C)C)F)C=C(N2)C)F